NC1=NC2=CC=C(C=C2C(=N1)O)Br 2-amino-6-bromoquinazolin-4-ol